ClC=1N=C(C2=C(N1)N(C=C2C=2C=C1C=C(C(=NC1=CC2)C(F)(F)F)OCC2=CC=C(C=C2)OC)S(=O)(=O)C2=CC=C(C)C=C2)N 2-chloro-5-(3-((4-methoxybenzyl)oxy)-2-(trifluoromethyl)quinolin-6-yl)-7-tosyl-7H-pyrrolo[2,3-d]pyrimidin-4-amine